C(C)C1=CNC2=NC=C(C=C21)C=2C=CC(=C(C2)P(C)(C)=O)C (5-(3-ethyl-1H-pyrrolo[2,3-b]pyridin-5-yl)-2-methylphenyl)dimethylphosphin oxide